5-(tert-butyl) 6-methyl 2-(benzyloxy)-1-oxo-2,5-diazaspiro[3.4]octane-5,6-dicarboxylate C(C1=CC=CC=C1)ON1C(C2(C1)N(C(CC2)C(=O)OC)C(=O)OC(C)(C)C)=O